OC1CC(CCC1(C)C)NC1=NC(=NC=C1C(=O)N)NC1(CC1)C 4-(3-hydroxy-4,4-dimethylcyclohexylamino)-2-(1-methylcyclopropylamino)pyrimidine-5-carboxamide